CC=1C=C(C=CC1C)N1C(CC(C1)C(=O)N1CCC(CC1)C1=NC(=NO1)C=1C=C(C=CC1)C)=O 1-(3,4-dimethylphenyl)-4-[4-[3-(m-tolyl)-1,2,4-oxadiazol-5-yl]piperidin-1-carbonyl]pyrrolidin-2-one